tert-butyl (2S,4R)-2-(4-(2-chloro-4-((3-(2-chloro-4-(cyanomethoxy)-3-fluorophenyl)imidazo[1,2-a]pyrazin-8-yl)amino)benzoyl)piperazine-1-carbonyl)-4-hydroxypyrrolidine-1-carboxylate ClC1=C(C(=O)N2CCN(CC2)C(=O)[C@H]2N(C[C@@H](C2)O)C(=O)OC(C)(C)C)C=CC(=C1)NC=1C=2N(C=CN1)C(=CN2)C2=C(C(=C(C=C2)OCC#N)F)Cl